FC(CCN1CC(CC1)CC1=CC=C(C=C1)B1OC(C(O1)(C)C)(C)C)F 1-(3,3-Difluoropropyl)-3-[[4-(4,4,5,5-tetramethyl-1,3,2-dioxaborolan-2-yl)phenyl]methyl]pyrrolidine